ClC=1N=C(C2=C(N1)C=C(C(=N2)C)C)Cl 2,4-dichloro-6,7-dimethyl-pyrido[3,2-d]pyrimidine